C1N(CC2=CC=CC=C12)CC=1OC=C(C(C1)=O)OCC1CCC(CC1)S(=O)(=N)C 2-(isoindolin-2-ylmethyl)-5-((4-(S-methylsulphonimidoyl)cyclohexyl)methoxy)-4H-pyran-4-one